C1OCC[C@]12CN(CC2)C2=NC=CC(=C2)C(=O)N 2-[(5R)-2-oxa-7-azaspiro[4.4]nonan-7-yl]pyridine-4-carboxamide